C(C)N1C=[N+](C=C1)CC=C 1-ethyl-3-prop-2-enylimidazol-3-ium